acryloxypropyltris(trimethylsilylethyldimethylsiloxy)silane C(C=C)(=O)OCCC[Si](O[Si](CC[Si](C)(C)C)(C)C)(O[Si](CC[Si](C)(C)C)(C)C)O[Si](C)(C)CC[Si](C)(C)C